6-[8-(1,3-benzothiazol-2-ylcarbamoyl)-3,4-dihydroisoquinolin-2(1H)-yl]-3-[1-(pyridin-4-ylmethyl)-1H-pyrazol-4-yl]pyridine-2-carboxylic acid S1C(=NC2=C1C=CC=C2)NC(=O)C=2C=CC=C1CCN(CC21)C2=CC=C(C(=N2)C(=O)O)C=2C=NN(C2)CC2=CC=NC=C2